4-((2S)-2-(dimethylcarbamoyl)-5-(4-(trifluoromethyl)phenyl)piperidin-1-yl)benzoic acid CN(C(=O)[C@H]1N(CC(CC1)C1=CC=C(C=C1)C(F)(F)F)C1=CC=C(C(=O)O)C=C1)C